C1(CCCCC1)N1C=C(C(=C1)C1=CC=CC=C1)C1=CC=CC=C1 1-cyclohexyl-3,4-diphenyl-1H-pyrrole